Acetyllysin C(C)(=O)N[C@@H](CCCCN)C(=O)O